BrC=1C=C(C=CC1Cl)C=1OC=NN1 2-(3-Bromo-4-chlorophenyl)-1,3,4-oxadiazole